C(OCC)(OC[C@H]1O[C@H]([C@@H]([C@H]([C@@H]1O)O)O)OC1=NN(C(=C1CC1=CC=C(C=C1)OC(C)C)C)C(C)C)=O ethyl ((2R,3S,4S,5R,6S)-3,4,5-trihydroxy-6-(4-(4-isopropoxybenzyl)-1-isopropyl-5-methyl-1H-pyrazol-3-yloxy)tetrahydro-2H-pyran-2-yl)methyl carbonate